FC1=C(C=CC(=C1)F)C=1C=C2C(=NC1)C=NN2 6-(2,4-Difluorophenyl)pyrazolo[4,3-b]pyridin